N-(((2s,5s)-1-(bis(4-fluorophenyl)methyl)-5-methylpiperazin-2-yl)methyl)methanesulfonamide hydrochloride Cl.FC1=CC=C(C=C1)C(N1[C@@H](CN[C@H](C1)C)CNS(=O)(=O)C)C1=CC=C(C=C1)F